C(C1=CC=CC=C1)N1CCC2(CCN(C2)S(=O)(=O)C=2C=CC(=NC2)N2CCOCC2)CC1 4-(5-((8-Benzyl-2,8-diazaspiro[4.5]decan-2-yl)sulfonyl)pyridin-2-yl)morpholine